C(C)(=O)N1[C@H](CCC2=CC(=CC=C12)C1=CC=C(CNC(=O)C2=CC=3N=C(N=C(C3S2)N2CCOCC2)Cl)C=C1)C (S)-N-(4-(1-Acetyl-2-methyl-1,2,3,4-tetrahydroquinolin-6-yl)benzyl)-2-chloro-4-morpholinothieno[3,2-d]pyrimidine-6-carboxamide